ClCC(=O)NCC1=C(C=CC=C1)S(N(C)C)(=O)=O 2-chloro-N-{[2-(dimethylsulfamoyl)phenyl]methyl}acetamide